2'-{[5-chloro-2-({2-methoxy-4-[4-(4-methylpiperazin-1-yl)piperidin-1-yl]phenyl}amino)pyrimidin-4-yl]amino}-2-hydroxy-6-methoxy-[1,1'-biphenyl]-3-carbaldehyde ClC=1C(=NC(=NC1)NC1=C(C=C(C=C1)N1CCC(CC1)N1CCN(CC1)C)OC)NC1=C(C=CC=C1)C1=C(C(=CC=C1OC)C=O)O